NC=1NC(C=2N(C(N(C2N1)[C@@H]1O[C@@H](C[C@H]1O)CO)=O)CCC(F)(F)F)=O 2-amino-9-((2R,3R,5S)-3-hydroxy-5-(hydroxymethyl)tetrahydrofuran-2-yl)-7-(3,3,3-trifluoropropyl)-7,9-dihydro-1H-purine-6,8-dione